(5R,8S)-N-(3,4-dibromophenyl)-6,7,8,9-tetrahydro-5H-5,8-epiminocyclohepta[d]pyrimidine BrC=1C=C(C=CC1Br)N1CN=CC2=C1C[C@@H]1CC[C@H]2N1